O[C@@H]([C@@H](C(=O)OCC)OS(=O)(=O)C1=CC=C(C=C1)[N+](=O)[O-])C1=CC=CC=C1 Ethyl (2S,3R)-3-hydroxy-2-(((4-nitrophenyl)sulfonyl)oxy)-3-phenylpropanoate